C1C(=NC2=C(N1)N=C(NC2=O)N)[C@@H]([C@@H](COP(=O)([O-])OP(=O)([O-])OP(=O)([O-])[O-])O)O The molecule is tetraanion of 7,8-dihydroneopterin 3'-triphosphate. It has a role as a human metabolite and a Saccharomyces cerevisiae metabolite. It is a conjugate base of a 7,8-dihydroneopterin 3'-triphosphate.